N1(CCCC2=CC=CC=C12)C(=O)C1=CC=C(C=C1)C1=NOC(C1)(C(F)(F)F)C1=CC=C(C=C1)C(C)=O (4-(3-(4-(1,2,3,4-tetrahydroquinoline-1-carbonyl)phenyl)-5-(trifluoromethyl)-4,5-dihydroisoxazol-5-yl)phenyl)ethan-1-one